FC1(CCC(CC1)C=1C2=C(C(=NC1)OC)N=C(S2)[NH-])F [7-(4,4-difluoro-cyclohexyl)-4-methoxy-thiazolo[4,5-c]pyridin-2-yl]-amid